tert-butyl (3-(3-benzyl-4-oxo-3,4-dihydrophthalazin-1-yl)benzyl)carbamate C(C1=CC=CC=C1)N1N=C(C2=CC=CC=C2C1=O)C=1C=C(CNC(OC(C)(C)C)=O)C=CC1